(3-amino-4-(isopropylthio)phenyl)acetamide NC=1C=C(C=CC1SC(C)C)CC(=O)N